(2R,3R,4S)-4-azido-2-(dimethoxymethyl)tetrahydrofuran-3-ol N(=[N+]=[N-])[C@@H]1[C@H]([C@@H](OC1)C(OC)OC)O